(S)-2-methoxy-2-(4-(3-(1-methyl-1H-indol-3-yl)-1H-pyrazol-1-yl)-6-morpholinopyrimidin-2-yl)ethan-1-ol CO[C@H](CO)C1=NC(=CC(=N1)N1N=C(C=C1)C1=CN(C2=CC=CC=C12)C)N1CCOCC1